tert-butyl 3'-(5-chloro-2-(((3S,4R)-3-hydroxytetrahydro-2H-pyran-4-yl)amino)pyrimidin-4-yl)-5',6'-dihydrospiro[piperidine-4,7'-pyrrolo[1,2-a]imidazole]-1-carboxylate ClC=1C(=NC(=NC1)N[C@H]1[C@@H](COCC1)O)C1=CN=C2N1CCC21CCN(CC1)C(=O)OC(C)(C)C